C(C)(=O)OCCC(C)(OC)C 3-methyl-3-Methoxybutyl acetate